C1(CC1)C=1C2=C(N=C(N1)C(F)(F)F)C(C=1C=CC=CC12)=N cyclopropyl-2-trifluoromethyl-9H-indeno[2,1-d]pyrimidine-9-imine